1-bromo-4-chloro-2,3-difluoro-benzene BrC1=C(C(=C(C=C1)Cl)F)F